5α-pregnane-3α,17α-diol-20-one CC(=O)[C@@]1(CC[C@@H]2[C@@]1(CC[C@H]3[C@H]2CC[C@@H]4[C@@]3(CC[C@H](C4)O)C)C)O